ON(C(C1=CC=CC=C1)=O)C1(C(N(C(N(C1=O)C)=O)C)=O)C N-hydroxy-N-(1,3,5-trimethyl-2,4,6-trioxohexahydropyrimidin-5-yl)benzamide